gamma-(2,3-epoxypropoxy)propyl-methyldimethoxysilane C(C1CO1)OCCC[Si](OC)(OC)C